(2RS)-2-(4-Chloro-6-iodo-1-oxo-isoindolin-2-yl)-2-(6,7-dihydro-5H-pyrrolo[1,2-c]imidazol-1-yl)-N-thiazol-2-yl-acetamide ClC1=C2CN(C(C2=CC(=C1)I)=O)[C@@H](C(=O)NC=1SC=CN1)C1=C2N(C=N1)CCC2 |r|